ClC1=CC=NC2=CC=C(C=C12)C1=C(C=C(C(=O)N2CC(N(CC2)C(=O)OC(C)(C)C)C)C=C1)F tert-butyl 4-(4-(4-chloroquinolin-6-yl)-3-fluorobenzoyl)-2-methylpiperazine-1-carboxylate